ClC1=C(C=C(C=C1)C1(CC(C1)(C)C)C1=NN=CN1C)NC(=O)C=1C(N(C=C(C1)CNCC(C)C)CC(F)(F)F)=O N-(2-chloro-5-(3,3-dimethyl-1-(4-methyl-4H-1,2,4-triazol-3-yl)cyclobutyl)phenyl)-5-((isobutylamino)methyl)-2-oxo-1-(2,2,2-trifluoroethyl)-1,2-dihydropyridine-3-carboxamide